N1(CCNCC1)C=1C=C2C=CN(C2=CC1)C(=O)[C@H]1[C@H]([C@@H]2CC[C@H]1O2)C(=O)O (1S,2R,3S,4R)-3-(5-(piperazin-1-yl)-1H-indole-1-carbonyl)-7-oxabicyclo[2.2.1]heptane-2-carboxylic acid